C(CC)S(=O)(=O)O\N=C\1/SC=CC1 (2Z)-2-{[(propylsulfonyl)oxy]imino}thiophen